(S)-N-((5-((S)-1-cyclopropylethyl)-2,3-dihydro-1H-inden-4-yl)carbamoyl)-4-(2-hydroxypropan-2-yl)furan-2-sulfonimidamide C1(CC1)[C@H](C)C=1C(=C2CCCC2=CC1)NC(=O)N[S@@](=O)(=N)C=1OC=C(C1)C(C)(C)O